N-(2-(2,6-dioxopiperidin-3-yl)-1-oxoisoindolin-5-yl)-2-methyl-5-(trifluoromethyl)-2,3-dihydro-1H-pyrrolo[2,3-c]pyridine-1-carboxamide O=C1NC(CCC1N1C(C2=CC=C(C=C2C1)NC(=O)N1C(CC=2C1=CN=C(C2)C(F)(F)F)C)=O)=O